1-(8-bromo-[1,2,4]triazolo[1,5-a]pyridin-5-yl)-N,N-dimethylmethanamine BrC=1C=2N(C(=CC1)CN(C)C)N=CN2